N[C@H](C(=O)O)CC1=CC(=C(C(=C1)Cl)OCC1=CC=CC2=CC=C(C=C12)C1=CC(=CC=C1)N)Cl (S)-2-amino-3-(4-((7-(3-aminophenyl)naphthalen-1-yl)methoxy)-3,5-dichlorophenyl)propanoic acid